1,3,5-trimethyl-1,3,5-triazacyclononane CN1CN(CN(CCCC1)C)C